1-[6-(4-Phenyl-1H-imidazol-2-yl)pyridine-2-yl]-4-[1-(propan-2-yl)piperidin-4-yl]-1,4-diazepane C1(=CC=CC=C1)C=1N=C(NC1)C1=CC=CC(=N1)N1CCN(CCC1)C1CCN(CC1)C(C)C